8,8-dimethyl-7-oxo-2-{[4-(1,3-thiazol-2-yl)phenyl]acetyl}-2-azaspiro[3.5]non-5-ene-6-carbonitrile CC1(C(C(=CC2(CN(C2)C(CC2=CC=C(C=C2)C=2SC=CN2)=O)C1)C#N)=O)C